C1=NC=CC2=C1OC1=C(C[C@@H]2CN)C=CC=C1 |o1:10| (S*)-(5,6-dihydrobenzo[6,7]oxepino[2,3-c]pyridin-5-yl)methanamine